ClCC(C[C@]1(N(C[C@@H](C1)OCC1CC1)C(=O)OC(C)(C)C)C(=O)OC)=C 1-(tert-butyl) 2-methyl (2R,4R)-2-(2-(chloromethyl)allyl)-4-(cyclopropyl-methoxy)pyrrolidine-1,2-dicarboxylate